rac-(2R)-2-[2-[7-bromo-4-chloro-6-(4-morpholin-4-ylphenyl)indazol-2-yl]-3-ethoxy-3-oxopropionyl]pyrrolidine-1-carboxylic acid tert-butyl ester C(C)(C)(C)OC(=O)N1[C@H](CCC1)C(C(C(=O)OCC)N1N=C2C(=C(C=C(C2=C1)Cl)C1=CC=C(C=C1)N1CCOCC1)Br)=O |r|